FC(C(=O)O)(F)F.ClC1=CC=2C[C@H]3[C@@H](CNC3)OC2C=C1 (3aS,9aR)-7-chloro-1,2,3,3a,9,9a-hexahydrochromeno[2,3-c]pyrrole trifluoroacetic acid Salt